ClC1=C(C(=CC=C1)Cl)C=1C=CC(=NC1)CN(C(=O)C1(CC1)C1=CC=C2C(NN=C(C2=C1)CNC(OC(C)(C)C)=O)=O)C1CCCC=2C=CC=NC12 tert-butyl ((7-(1-(((5-(2,6-dichlorophenyl)pyridin-2-yl)methyl)(5,6,7,8-tetrahydroquinolin-8-yl)carbamoyl)cyclopropyl)-4-oxo-3,4-dihydrophthalazin-1-yl)methyl)carbamate